CN(C1=C2N=C(N(C2=NC(=N1)C)C1OCCCC1)CO)C [6-(dimethylamino)-2-methyl-9-tetrahydropyran-2-yl-purin-8-yl]methanol